C(C)(C)(C)OC(=O)N1CC(CCC1)C(=O)C1=CC2=CC=C(C(=C2C=C1)CCl)OC 3-[5-(chloromethyl)-6-methoxy-naphthalene-2-carbonyl]piperidine-1-carboxylic acid tert-butyl ester